COC1=CC=C(\C=C/C2=C(C=CC3=CC=CC=C23)C=O)C=C1 (Z)-1-(4-methoxystyryl)-2-naphthaldehyde